2-(((octyl-sulfonyl)oxy)imino)thiophene C(CCCCCCC)S(=O)(=O)ON=C1SC=CC1